[N].N[C@@H](CC1=CC=CC=C1)C(=O)O L-Phenylalanine Nitrogen